ethyl 6-methyl-2-(thiazol-2-yl)-4-(2,3,4-trifluorophenyl)-1,4-dihydropyrimidine-5-carboxylate CC1=C(C(N=C(N1)C=1SC=CN1)C1=C(C(=C(C=C1)F)F)F)C(=O)OCC